FC=1C=CC(=C(C1)B(O)O)O (5-fluoro-2-hydroxyphenyl)boronic acid